[Na+].C(=CC1=CC=CC=C1)S(=O)(=O)[O-] Styrenesulfonic acid sodium salt